(S)-3-((6'-Chloro-5-((3,3-difluoroazetidin-1-yl)methyl)-3-fluoro-[2,3'-bipyridin]-4'-yl)amino)butan-1-ol ClC1=CC(=C(C=N1)C1=NC=C(C=C1F)CN1CC(C1)(F)F)N[C@H](CCO)C